5-chloro-2-fluoro-N-(4-(4-(((3R,4S)-4-fluoropyrrolidin-3-yl)oxy)-3-methyl-1H-pyrazolo[3,4-d]pyrimidin-6-yl)phenyl)benzenesulfonamide ClC=1C=CC(=C(C1)S(=O)(=O)NC1=CC=C(C=C1)C1=NC(=C2C(=N1)NN=C2C)O[C@@H]2CNC[C@@H]2F)F